1-tert-butyl 3-ethyl 5-fluoropiperidine-1,3-dicarboxylate FC1CC(CN(C1)C(=O)OC(C)(C)C)C(=O)OCC